racemic-tert-butyl (2R,4S)-2-(3-bromo-5-chlorophenyl)-4-hydroxy-4-methylpiperidine-1-carboxylate BrC=1C=C(C=C(C1)Cl)[C@@H]1N(CC[C@](C1)(C)O)C(=O)OC(C)(C)C |r|